[Si](C1=CC=CC=C1)(C1=CC=CC=C1)(C(C)(C)C)OC[C@H]1[C@@H](CC1)[C@H](C=C)O (S)-1-((1R,2R)-2-(((tert-butyldiphenylsilyl)oxy)methyl)cyclobutyl)prop-2-en-1-ol